N1=CNC(C12CCCCC2)=O 1,3-diazaspiro[4.5]dec-1-en-4-one